(2,3-dihydro-4H-benzo[b][1,4]oxazin-4-yl)(5-(p-tolyl)pyridin-3-yl)methanone O1C2=C(N(CC1)C(=O)C=1C=NC=C(C1)C1=CC=C(C=C1)C)C=CC=C2